1-((S)-1-(4-chlorophenyl)ethyl)-N5-((1R,3R,5S,6r)-3-hydroxybicyclo[3.1.0]hexan-6-yl)-N3-methyl-1H-pyrazole-3,5-dicarboxamide ClC1=CC=C(C=C1)[C@H](C)N1N=C(C=C1C(=O)NC1[C@H]2CC(C[C@@H]12)O)C(=O)NC